Cl.COC(=O)C1NCC(C1)C=1C=NC(=CC1)OCC 4-(6-ethoxypyridin-3-yl)pyrrolidine-2-carboxylic acid methyl ester hydrochloride